8-((((3,4-dichlorobenzyl)oxy)carbonyl)amino)chromane-2-carboxylic acid ClC=1C=C(COC(=O)NC=2C=CC=C3CCC(OC23)C(=O)O)C=CC1Cl